5-(5-ethyl-2,4-dihydroxyphenyl)-N-(1-methylcyclopropyl)-4H-1,2,4-triazole-3-carboxamide C(C)C=1C(=CC(=C(C1)C=1NC(=NN1)C(=O)NC1(CC1)C)O)O